dec-1,6-dien C=CCCCC=CCCC